7',8'-dihydro-5'H-spiro[cyclohexane-1,6'-pyrazolo[5,1-b]quinazoline] N1=CC=C2N=C3CC4(CCC3=CN21)CCCCC4